(3S)-3-(3',3'-difluoro-1'-(3-(1-(methyl-d3)-1H-pyrazol-4-yl)benzyl)-6-oxo-6,8-dihydro-2H,7H-spiro[furo[2,3-e]isoindol-3,4'-piperidin]-7-yl)piperidine-2,6-dione FC1(CN(CCC12COC1=C3CN(C(C3=CC=C12)=O)[C@@H]1C(NC(CC1)=O)=O)CC1=CC(=CC=C1)C=1C=NN(C1)C([2H])([2H])[2H])F